((R)-4-(4,5-diaminopyridin-3-yl)morpholin-2-yl)((S)-6,8-dichloro-1-methyl-3,4-dihydroisoquinolin-2(1H)-yl)methanone NC1=C(C=NC=C1N)N1C[C@@H](OCC1)C(=O)N1[C@H](C2=C(C=C(C=C2CC1)Cl)Cl)C